Cl.[N+](=O)([O-])C1=CC=C(C=C1)C[C@@H](C(=O)OC)N (S)-methyl 3-(4-nitrophenyl)-2-aminopropionate hydrochloride